(S)-N-(2-methoxy-5-(4-methyl-2-(methylamino)-8-((tetrahydrofuran-3-yl)oxy)quinazolin-6-yl)pyridin-3-yl)-2,4-difluoro-benzenesulfonamide COC1=NC=C(C=C1NS(=O)(=O)C1=C(C=C(C=C1)F)F)C=1C=C2C(=NC(=NC2=C(C1)O[C@@H]1COCC1)NC)C